N-(2-fluoro-4-methyl-5-(2-(methylamino)-8,9-dihydroimidazo[1',2':1,6]pyrido[2,3-d]pyrimidin-6-yl)phenyl)-3-(2-hydroxypropan-2-yl)benzamide FC1=C(C=C(C(=C1)C)C1=CC2=C(N=C(N=C2)NC)N2C1=NCC2)NC(C2=CC(=CC=C2)C(C)(C)O)=O